5-((3-((tert-butyldimethylsilyl)oxy)cyclopentyl)methoxy)-1,3,4-thiadiazol-2-amine [Si](C)(C)(C(C)(C)C)OC1CC(CC1)COC1=NN=C(S1)N